4,4''-bis(3-methyl-9H-carbazol-9-yl)-4',6'-bis(4-(3-methyl-9H-carbazol-9-yl)phenyl)-5'-(pyridin-2-yl)-[1,1':2',1''-terphenyl]-3'-carbonitrile CC=1C=CC=2N(C3=CC=CC=C3C2C1)C1=CC=C(C=C1)C1=C(C(=C(C(=C1C1=CC=C(C=C1)N1C2=CC=CC=C2C=2C=C(C=CC12)C)C1=NC=CC=C1)C1=CC=C(C=C1)N1C2=CC=CC=C2C=2C=C(C=CC12)C)C#N)C1=CC=C(C=C1)N1C2=CC=CC=C2C=2C=C(C=CC12)C